ClC1=C(OC=2C=C3C(C(NC3=CC2)=O)(C)C)C(=CC(=C1)[N+](=O)[O-])Cl 5-(2,6-dichloro-4-nitro-phenoxy)-3,3-dimethyl-indolin-2-one